C1(CC1)CN1N=CC(=C1)C 1-(cyclopropylmethyl)-4-methyl-1H-pyrazole